tert-butyl N-[2'-(4-tert-butylbenzenesulfonamido)ethyl]carbamate C(C)(C)(C)C1=CC=C(C=C1)S(=O)(=O)NCCNC(OC(C)(C)C)=O